3,3-bis(methoxymethyl)-2,6-dimethyl-heptane COCC(C(C)C)(CCC(C)C)COC